ClC1=NN2C(C(=N1)Cl)=CC=C2 2,4-Dichloropyrrolo[2,1-f][1,2,4]triazine